[Ir+3].C1(=CC=CC=C1)C1=NC=CC2=CC=CC=C12 (1-phenylisoquinoline) iridium (III)